3-((3-(cycloocta-1,3,5,7-tetraene-1-carboxamido)propyl)amino)propane-1-sulfonic acid C1(=CC=CC=CC=C1)C(=O)NCCCNCCCS(=O)(=O)O